CN(CCCNC(C(=C)C)=O)C N-[3-(dimethylamino)propyl]methacrylamide